(2R)-2-[6-(5-chloro-2-{[trans-4-hydroxycyclohexyl]amino}pyrimidin-4-yl)-1-oxo-2,3-dihydro-1H-isoindol-2-yl]N-[(1S)-1-(3-fluoro-5-methoxyphenyl)-2-hydroxyethyl]propanamide ClC=1C(=NC(=NC1)N[C@@H]1CC[C@H](CC1)O)C1=CC=C2CN(C(C2=C1)=O)[C@@H](C(=O)N[C@H](CO)C1=CC(=CC(=C1)OC)F)C